C(C1=CC=CC=C1)N1C[C@@H]2CC/C(/C([C@@H]2C1)=O)=C/N(C)C |r| rac-(3aS,5Z,7aR)-2-benzyl-5-(dimethylaminomethylene)-1,3,3a,6,7,7a-hexahydroisoindol-4-one